3-(6-(Aminomethyl)-4-fluoropyridin-3-yl)piperidine-2,6-dione NCC1=CC(=C(C=N1)C1C(NC(CC1)=O)=O)F